vinyl ethyl bis(methyl acetate) CCC(=O)OC=C.CCC(=O)OCC